3-ethyl-8-(3-methoxy-4-(4-(8-methyl-3,8-diazabicyclo[3.2.1]oct-3-yl)piperidin-1-yl)phenyl)-N2-(tetrahydro-2H-pyran-4-yl)pyrido[3,4-b]pyrazine-2,5-diamine C(C)C1=C(N=C2C(=N1)C(=NC=C2C2=CC(=C(C=C2)N2CCC(CC2)N2CC1CCC(C2)N1C)OC)N)NC1CCOCC1